C(\C=C\C(=O)O)(=O)O.FC1=C(C=CC=C1)C1=CC(=CN1S(=O)(=O)C=1C=NC=CC1)CNC 1-[5-(2-fluorophenyl)-1-(pyridin-3-ylsulfonyl)-1H-pyrrol-3-yl]-N-methyl-methylamine fumarate